chloro(diisopropylamino)-β-cyanoethoxyphosphine ClP(OCCC#N)N(C(C)C)C(C)C